ClC1([C@H](C1)[C@@H](C)N)Cl (R)-1-((R)-2,2-dichlorocyclopropyl)ethan-1-amine